OC1(CCC(CC1)NC(=O)C1C[C@H](NCC1)C(F)(F)F)C(F)(F)F (2S)-N-[(1r,4r)-4-hydroxy-4-(trifluoromethyl)cyclohexyl]-2-(trifluoromethyl)piperidine-4-carboxamide